C1(CC1)C1=CC(=NN1)NC1=NC(=NC=C1)N1[C@H]2CC[C@@](C1)(C2)CO ((1S,4S)-2-(4-((5-cyclopropyl-1H-pyrazol-3-yl)amino)pyrimidin-2-yl)-2-azabicyclo[2.2.1]heptan-4-yl)methanol